(2-((1-((dimethylamino)methyl)cyclopropyl)methoxy)-4-(2-methylazepan-1-yl)-5,7-dihydro-6H-pyrrolo[3,4-d]pyrimidin-6-yl)(8-ethynyl-3-hydroxynaphthalen-1-yl)methanone CN(C)CC1(CC1)COC=1N=C(C2=C(N1)CN(C2)C(=O)C2=CC(=CC1=CC=CC(=C21)C#C)O)N2C(CCCCC2)C